N1(CCNCC1)CC1=CC(=NC=C1)NC=1SC2=C(N1)C=CC(=C2)C2=CC=NC=C2 N-(4-(piperazin-1-ylmethyl)pyridin-2-yl)-6-(pyridin-4-yl)benzo[d]thiazol-2-amine